N-[7-(2-chloro-5-fluorophenyl)-7-hydroxy-2,9-dioxo-2,3,4,7,8,9-hexahydro-1H-pyrrolo[4,3-h]quinolin-6-yl]-5-fluoro-3-(trifluoromethyl)benzamide ClC1=C(C=C(C=C1)F)C1(NC(C=2C1=C(C=C1CCC(NC21)=O)NC(C2=CC(=CC(=C2)F)C(F)(F)F)=O)=O)O